(R/S)-3-(1-aminoethyl)-5-(difluoromethyl)aniline N[C@H](C)C=1C=C(N)C=C(C1)C(F)F |r|